2-(5,5-difluoro-2-oxoazepan-1-yl)-N-(2-sulfamoylpyridin-4-yl)-5-(trifluoromethyl)-nicotinamide FC1(CCC(N(CC1)C1=C(C(=O)NC2=CC(=NC=C2)S(N)(=O)=O)C=C(C=N1)C(F)(F)F)=O)F